C1(=CC=CC=C1)NC(=O)SN1C=NC2=C1C=CC=C2 N-(phenylcarbamoylthio)benzimidazole